OCC(C(=O)N(C)C)(NC(=O)C=1N(N=C2C=CC(=CC12)OCC=1C(=NC=CC1)C(F)(F)F)C)C 3-hydroxy-N,N,2-trimethyl-2-[(2-methyl-5-{[2-(trifluoromethyl)pyridin-3-yl]methoxy}-2H-indazol-3-yl)formamido]propanamide